O=C1NC(CCC1N1C(C2=CC=C(C=C2C1=O)NCCCCCCN1N=CC(=C1)C1=NC2=C(C=CC=C2N=C1)F)=O)=O 2-(2,6-Dioxopiperidin-3-yl)-5-((6-(4-(8-fluoroquinoxalin-2-yl)-1H-pyrazol-1-yl)hexyl)amino)isoindoline-1,3-dione